C(C)(C)(C)OC(=O)NC(C[C@@H]1C(N(CC1)C(=O)OC(C)(C)C)=O)(C)C tert-butyl (R)-3-(2-((tert-butoxycarbonyl)-amino)-2-methylpropyl)-2-oxopyrrolidine-1-carboxylate